C(C)(C)(C)OC(NC(C(=O)NC1=CC=C(C=C1)C1=NC(=CN=C1)OCC)C=1N=C(SC1)NS(=O)(=O)C1CC1)=O tert-butyl-(1-(2-(cyclopropanesulfonamido)thiazol-4-yl)-2-((4-(6-ethoxypyrazin-2-yl)phenyl)amino)-2-oxoethyl)carbamate